gamma-acryloyloxypropyl-dimethoxymethylsilane C(C=C)(=O)OCCC[SiH2]C(OC)OC